N[C@@H](C(=O)NC=1N=NC(=C(C1)C1CC1)C1=C(C=C(C=C1)C#C)O)CC#N (R)-2-amino-3-cyano-N-(5-cyclopropyl-6-(4-ethynyl-2-hydroxyphenyl)pyridazin-3-yl)propanamide